C(CCC)C1=CC(=C(C=C1C)CC(C)N)OC 1-(4-butyl-2-methoxy-5-methylphenyl)propan-2-amine